5-(4-((5-chloro-3-ethyl-8-fluoro-2,4-dioxo-1,2,3,4-tetrahydroquinazolin-7-yl)methyl)piperazin-1-yl)-N,6-dimethylpyridineamide ClC1=C2C(N(C(NC2=C(C(=C1)CN1CCN(CC1)C=1C=CC(=NC1C)C(=O)NC)F)=O)CC)=O